N-(3-bromo-6-chloropyridin-2-yl)-6-fluoro-5-methyl-1-(tetrahydro-2H-pyran-2-yl)-1H-indazol-4-amine BrC=1C(=NC(=CC1)Cl)NC=1C=2C=NN(C2C=C(C1C)F)C1OCCCC1